ClC=1C=C(C=CC1Cl)[B] (3,4-dichlorophenyl)boron